2-bromo-6-(methylthio)pyridin-4-ol BrC1=NC(=CC(=C1)O)SC